pentaerythritol 3,5-di-t-butyl-4-hydroxyphenyl-propionate C(C)(C)(C)C=1C=C(C=C(C1O)C(C)(C)C)C(C(=O)OCC(CO)(CO)CO)C